COC1=CC=C(C=C1)C(OC[C@@H]1[C@H](C[C@@H](O1)N1C=2N=CN(C(C2N=C1)=O)C(=O)N(C1=CC=CC=C1)C1=CC=CC=C1)O)(C1=CC=CC=C1)C1=CC=C(C=C1)OC 9-((2R,4S,5R)-5-((bis(4-methoxyphenyl)(phenyl)methoxy)methyl)-4-hydroxytetrahydrofuran-2-yl)-6-oxo-N,N-diphenyl-6,9-dihydro-1H-purine-1-carboxamide